5-(4-methoxypyrimidin-5-yl)-7H-pyrrolo[2,3-d]pyrimidin COC1=NC=NC=C1C1=CNC=2N=CN=CC21